C[C@@H]1CCC=2C1=NC1=C(C2NC(=O)N=S(=O)(N)C2=NNC=C2)CCC1 N'-(((R)-3-methyl-1,2,3,5,6,7-hexahydrodicyclopenta[b,e]pyridin-8-yl)carbamoyl)-1H-pyrazole-3-sulfonimidamide